6-bromo-1-ethyl-3-iodo-indazole BrC1=CC=C2C(=NN(C2=C1)CC)I